(4-butylcyclohexyl)cyclohexyl fumarate C(\C=C\C(=O)[O-])(=O)OC1(CCCCC1)C1CCC(CC1)CCCC